IC=1C=CC=2N(C3=CC=CC=C3C2C1)C(C(=O)O)(C)N1C(C2=CC=CC=C2C1=O)=O (3-iodo-9H-carbazol-9-yl)-2-(1,3-dioxoisoindolin-2-yl)propionic acid